C1C(CC12CNCCC2)=O 6-azaspiro[3.5]nonan-2-one